BrCOC(CC1=C(C2=CC=CC=C2C=C1Cl)C1=CC=CC2=CC=CC=C12)=O.CC1=NN(C(=C1)OCNC(CC1CCCCC1)=O)C1=CC=CC=C1 N-((3-methyl-1-phenyl-1H-pyrazol-5-yl)oxy)methylcyclohexylacetamide bromomethyl-3-chloro-[1,1'-binaphthyl]-2-ylacetate